4-[3-(Difluoromethyl)-4-fluoro-phenyl]-1-[2-(1H-pyrazol-4-yl)ethyl]pyrazole FC(C=1C=C(C=CC1F)C=1C=NN(C1)CCC=1C=NNC1)F